O1CC(C(C1)CCC(=O)[O-])CCC(=O)[O-] Tetrahydrofuran-3,4-dipropionate